glucose 6-phosphate disodium hydrate O.[Na+].[Na+].P(=O)([O-])([O-])OC[C@H]([C@H]([C@@H]([C@H](C=O)O)O)O)O